O=C1C2(CC(C(N1)=O)C2)N2C(C1=CC=C(C=C1C2=O)S(=O)(=O)F)=O 2-(2,4-dioxo-3-azabicyclo[3.1.1]heptan-1-yl)-1,3-dioxoisoindoline-5-sulfonyl fluoride